N-methyl-5-nitro-2-(octylamino)benzenesulfonamide CNS(=O)(=O)C1=C(C=CC(=C1)[N+](=O)[O-])NCCCCCCCC